BrC=1C(=CC(NC1)=O)C(=O)OC methyl 5-bromo-2-oxo-1,2-dihydropyridine-4-carboxylate